ClC=1C=NC=C(C1[C@@H](C)OC=1C=C2C(=NNC2=CC1OC)C=1C=NC(=C(C1)C)N1CC2(CN(C2)S(=O)(=O)C)C1)Cl 5-[(1R)-1-(3,5-dichloro-4-pyridyl)ethoxy]-6-methoxy-3-[5-methyl-6-(2-methylsulfonyl-2,6-diazaspiro[3.3]heptan-6-yl)-3-pyridyl]-1H-indazole